CN1N=CC(=C1)N1N=C(C(=C1)C)[N+](=O)[O-] 1',4-dimethyl-3-nitro-1'H-1,4'-bipyrazole